trans-4-(4-chlorophenyl)cyclohexaneformaldehyde ClC1=CC=C(C=C1)[C@@H]1CC[C@H](CC1)C=O